N1=CN=C(C=C1)N pyrimid-4-amine